C(#N)C=1C(=NC(=C(C1C1CC1)C#N)N1CCOCC1)SC(C(=O)N)C1=CC=CC=C1 2-[(3,5-dicyano-4-cyclopropyl-6-morpholino-2-pyridinyl)sulfanyl]-2-phenyl-acetamide